N-Difluoromethylornithine C(CC(C(=O)O)N)CNC(F)F